NC1=NC2=C(C=3N1N=C(N3)C=3OC=CC3)SC(N2CCN2CCN(CC2)C2=C(C=C(O[C@@H](C(=O)O)C)C=C2)F)=O (R)-2-(4-(4-(2-(5-amino-8-(furan-2-yl)-2-oxothiazolo[5,4-e][1,2,4]triazolo[1,5-c]pyrimidin-3(2H)-yl)ethyl)piperazin-1-yl)-3-fluorophenoxy)propionic acid